ClC=1C2=CN(N=C2C=CC1C1=NNC2=NC(=C(N=C21)C)N2CCC1([C@@H](COC1)N)CC2)CC (4S)-8-[3-(4-chloro-2-ethyl-2H-indazol-5-yl)-5-methyl-1H-pyrazolo[3,4-b]pyrazin-6-yl]-2-oxa-8-azaspiro[4.5]decan-4-amine